N-(4-methoxyphenyl)-6-phenyl-2-(3-piperidinyl)pyrimidin-4-amine COC1=CC=C(C=C1)NC1=NC(=NC(=C1)C1=CC=CC=C1)C1CNCCC1